6-(2-methylpyrrolidin-1-yl)-2-naphthaldehyde CC1N(CCC1)C=1C=C2C=CC(=CC2=CC1)C=O